3-(5-((4-(azepan-1-ylmethyl)benzyl)oxy)-2-methyl-4-oxoquinazolin-3(4H)-yl)piperidine-2,6-dione N1(CCCCCC1)CC1=CC=C(COC2=C3C(N(C(=NC3=CC=C2)C)C2C(NC(CC2)=O)=O)=O)C=C1